C(#N)C=1C=NN2C1C(=CC(=C2)C=2N=NN(C2C)C2CCN(CC2)C(=O)OC(C)(C)C)OC[C@@H](O)C2=NC=C(C=C2F)F tert-butyl 4-[4-[3-cyano-4-[(2S)-2-(3,5-difluoro-2-pyridyl)-2-hydroxy-ethoxy]pyrazolo[1,5-a]pyridin-6-yl]-5-methyl-triazol-1-yl]piperidine-1-carboxylate